COC=1C(=C2C=CN(C2=C(C1)C)C(=O)OCCCC)CN1[C@@H](CN(CC1)CCC(F)(F)F)C1=CC(=C(C=C1)C(=O)OC)OC butyl 5-methoxy-4-(((2R)-2-(3-methoxy-4-(methoxycarbonyl)phenyl)-4-(3,3,3-trifluoropropyl)piperazin-1-yl)methyl)-7-methylindole-1-carboxylate